1-(4-Nitrophenyl)ethanone [N+](=O)([O-])C1=CC=C(C=C1)C(C)=O